N4,2'-O-dimethyl-cytidine CNC1=NC(N([C@H]2[C@H](OC)[C@H](O)[C@@H](CO)O2)C=C1)=O